[5-(4-hexyloxy-1,2,5-thiadiazol-3-yl)-1-methyl-3,6-dihydro-2H-pyridin-1-ium-1-yl]methyl tridecyl carbonate chloride [Cl-].C(OC[N+]1(CCC=C(C1)C1=NSN=C1OCCCCCC)C)(OCCCCCCCCCCCCC)=O